2-(6-{5-chloro-2-[(oxacyclohex-4-yl)amino]pyrimidin-4-yl}-1-oxo-2,3-dihydro-1H-isoindol-2-yl)-N-[(1S)-1-(2-fluoro-3-methylphenyl)-2-hydroxyethyl]acetamide ClC=1C(=NC(=NC1)NC1CCOCC1)C1=CC=C2CN(C(C2=C1)=O)CC(=O)N[C@H](CO)C1=C(C(=CC=C1)C)F